6-(4-((1R,5S)-3,8-diazabicyclo[3.2.1]octan-3-yl)-2-(((S)-1-methylpyrrolidin-2-yl)methoxy)quinazolin-7-yl)-2H-benzo[b][1,4]oxazin-3(4H)-one [C@H]12CN(C[C@H](CC1)N2)C2=NC(=NC1=CC(=CC=C21)C2=CC1=C(OCC(N1)=O)C=C2)OC[C@H]2N(CCC2)C